phenanthroimidazolium N1C=[NH+]C2=C1C=CC=1C=3C=CC=CC3C=CC12